3-methyl-1-phenyl-4,6-bis(trifluoromethyl)-1H-imidazo[4,5-c]pyridine-3-ium trifluoromethanesulfonate FC(S(=O)(=O)[O-])(F)F.C[N+]1=CN(C2=C1C(=NC(=C2)C(F)(F)F)C(F)(F)F)C2=CC=CC=C2